CN1C(C(=C(C(=C1)C)[O-])NC(N[C@@H](CC(=O)[O-])C=1C=C(C(=CC1)C)C1=CC=CC=C1)=O)=O.[Na+].[Na+] Natrium (S)-3-(3-(1,5-Dimethyl-4-oxido-2-oxo-1,2-dihydropyridin-3-yl)ureido)-3-(6-methylbiphenyl-3-yl)propanoat